ICC1OC1C 2-(iodomethyl)-3-methyl-oxirane